C1(CC1)C1=NC=NC(=C1C=1C=C2C(=CN1)N(C=C2)COCC[Si](C)(C)C)OC 2-[[5-(4-cyclopropyl-6-methoxy-pyrimidin-5-yl)pyrrolo[2,3-c]pyridin-1-yl]methoxy]ethyl-trimethyl-silane